C12=C3C4C5C3C1C5C24 cubene